1-N-[2-[4-(hydroxymethyl)cyclohexyl]-6-isopropenyl-indazol-5-yl]-6-(trifluoromethyl)pyridine-2-carboxamide OCC1CCC(CC1)N1N=C2C=C(C(=CC2=C1)N1C(C=CC=C1C(F)(F)F)C(=O)N)C(=C)C